C(CO)O 1,2-ethandiol